O1CCC(CC1)C(=O)N1CCN(CC1)C(C)C=1C=C2CCN(CC2=CC1)C(=O)OC(C)(C)C tert-Butyl 6-[1-[4-(tetrahydropyran-4-carbonyl)piperazin-1-yl]ethyl]-3,4-dihydro-1H-isoquinoline-2-carboxylate